ethyl 1-{5-[3-(isoquinolin-5-yl)-7-methyl-1H-indazol-1-yl]pyridin-2-yl}piperidine-4-carboxylate C1=NC=CC2=C(C=CC=C12)C1=NN(C2=C(C=CC=C12)C)C=1C=CC(=NC1)N1CCC(CC1)C(=O)OCC